tert-Butyl (S)-4-(7-(3-chlorophenyl)-5-(1H-pyrazol-1-yl)-7H-pyrrolo[2,3-d]pyrimidin-4-yl)-3-methylpiperazine-1-carboxylate ClC=1C=C(C=CC1)N1C=C(C2=C1N=CN=C2N2[C@H](CN(CC2)C(=O)OC(C)(C)C)C)N2N=CC=C2